(1-(tert-butyl)-3-(4-chloro-3-fluorophenyl)-1H-pyrrolo[2,3-b]pyridin-6-yl)(1,1-dioxidothiomorpholino)methanone C(C)(C)(C)N1C=C(C=2C1=NC(=CC2)C(=O)N2CCS(CC2)(=O)=O)C2=CC(=C(C=C2)Cl)F